OC1=CC=C2C(=N1)CC(OC2=O)(C)C 2-Hydroxy-7,7-dimethyl-7,8-dihydro-5H-pyrano[4,3-b]pyridin-5-one